tert-butyl 7-(2-chloro-3-(((S)-1-(4-fluoro-3-methoxyphenyl)ethyl)carbamoyl)-6-methoxy quinolin-4-yl)-1,7-diazaspiro[4.4]nonane-1-carboxylate ClC1=NC2=CC=C(C=C2C(=C1C(N[C@@H](C)C1=CC(=C(C=C1)F)OC)=O)N1CC2(CCCN2C(=O)OC(C)(C)C)CC1)OC